FC1=CC=C(C=C1)NC(=O)C1(CC1)C(=O)NC1=CC=C(C=C1)OC1=CC=NC2=CC=C(C=C12)C1=CC=NN1 1-N'-(4-fluorophenyl)-1-N-[4-[6-(1H-pyrazol-5-yl)quinolin-4-yl]oxyphenyl]cyclopropane-1,1-dicarboxamide